succinimidyl-[N-maleimidopropionamido]-dodecaethylene glycol C1(CCC(N1C(COCCOCCOCCOCCOCCOCCOCCOCCOCCOCCOCCO)(N(C(CC)=O)N1C(C=CC1=O)=O)O)=O)=O